3-(4-nitrophenyl)piperidine-2,6-dione [N+](=O)([O-])C1=CC=C(C=C1)C1C(NC(CC1)=O)=O